methyl 3-[(3S)-2-oxopiperidin-3-yl]-L-alaninate O=C1NCCC[C@H]1C[C@H](N)C(=O)OC